2-{[8-(5-methylthiophen-2-yl)-3-oxo-1H,2H,3H-benzo[e]isoindol-2-yl]methyl}prop-2-enamide CC1=CC=C(S1)C=1C=CC2=C(C=3CN(C(C3C=C2)=O)CC(C(=O)N)=C)C1